OC1[C@H](CCCC1)N1[C@@H](CCC1)C(=O)N (1S,2S)-2-hydroxycyclohexyl-pyrrolidine-2-carboxamide